C(C)(C)(C)OC(NC1=C(C=CC=2OCOC21)Br)=O (5-bromobenzo[d][1,3]dioxol-4-yl)carbamic acid tert-butyl ester